ClC(C(C(=O)[O-])CC1=CC=CC=C1)(Cl)Cl α-Trichloromethylbenzylacetat